O=C1NC(CCC1N1C(=NC2=CC=CC(=C2C1=O)OCC1=CC=C(C=C1)NC(=O)C1CCCCC1)C)=O N-(4-(((3-(2,6-dioxopiperidin-3-yl)-2-methyl-4-oxo-3,4-dihydroquinazolin-5-yl)oxy)methyl)phenyl)cyclohexanecarboxamide